C1(=CC=CC=C1)P(N(P(C1=CC=CC=C1)C1=CC=CC=C1)C1CCCCC1)C1=CC=CC=C1 N,N-bis(diphenylphosphino)-cyclohexylamine